NC1=NC=C(C=N1)C1=NC=C(C(=N1)OC)NC(=O)C=1C(=NOC1C)C1=CC=CC=C1 N-(2'-amino-4-methoxy-[2,5'-bipyrimidin]-5-yl)-5-methyl-3-phenylisoxazole-4-carboxamide